FC(C1=CC=C(C=N1)C=1C=2N(C(=NC1)NCC1=C(C=CC3=C1CCO3)F)C=NC2P(C)(C)=O)F (8-(6-(difluoromethyl)pyridin-3-yl)-5-(((5-fluoro-2,3-dihydrobenzofuran-4-yl)methyl)amino)imidazo[1,5-c]pyrimidin-1-yl)dimethylphosphine oxide